5-(1-(2,2-difluoropropyl)-1H-benzo[d][1,2,3]triazol-6-yl)-N-((3S,4R)-3-fluoro-1-methylpiperidin-4-yl)-4-methoxypyrrolo[2,1-f][1,2,4]triazin-2-amine FC(CN1N=NC2=C1C=C(C=C2)C=2C=CN1N=C(N=C(C12)OC)N[C@H]1[C@H](CN(CC1)C)F)(C)F